P(=O)(OOC(CCCC)=O)(OC1=C(C=CC=C1)C)OC1=C(C=CC=C1)C n-pentanoyloxy bis(2-tolyl) phosphate